FC(C(C(C(C(C(C(C(C(C(C(C(C(C(C(C(C(C(F)(F)F)(F)F)(F)F)(F)F)(F)F)(F)F)(F)F)(F)F)(F)F)(F)F)(F)F)(F)F)(F)F)(F)F)(F)F)(F)F)(F)F)([Si](Cl)(Cl)Cl)F perfluorooctadecyl-trichlorosilane